1,5,13-Trioxa-9,17-diazacycloicosane O1CCCOCCCNCCCOCCCNCCC1